5-(trifluoromethyl)phenyl methanesulfonate CS(=O)(=O)OC1=CC=CC(=C1)C(F)(F)F